1-Ethyl-3,5-diphenyl-6-(phenylthio)-3,5-dihydroimidazo[4,5-c][1,2]thiazin-4(1H)-one 2,2-Dioxide C(C)N1S(C(C(C2=C1N=C(N2C2=CC=CC=C2)SC2=CC=CC=C2)=O)C2=CC=CC=C2)(=O)=O